trans-5,6-dichloro-N-(3-chloro-1-(3-fluoro-1-(methylsulfonyl)piperidin-4-yl)-1H-pyrazol-4-yl)-7-cyclopropylpyrrolo[2,1-f][1,2,4]triazine-2-amine ClC=1C(=C(N2N=C(N=CC21)NC=2C(=NN(C2)[C@H]2[C@@H](CN(CC2)S(=O)(=O)C)F)Cl)C2CC2)Cl